2-Chloro-3-(5,5-dimethyl-4H-isoxazol-3-yl)-5-fluoro-benzoic acid ClC1=C(C(=O)O)C=C(C=C1C1=NOC(C1)(C)C)F